C1(CC1)C=1N=CN2C1CN(C(C1=C2C=C(C(=C1)F)C(=O)NC=1N=C(SC1)C1=NN=CN1C(C)C)=O)CC1=CC=C(C=C1)OC 3-cyclopropyl-8-fluoro-N-[2-(4-isopropyl-4H-1,2,4-triazol-3-yl)thiazol-4-yl]-5-(4-methoxybenzyl)-6-oxo-5,6-dihydro-4H-benzo[f]imidazo[1,5-a][1,4]diazepine-9-carboxamide